[1-(4-Chlorobenzoyl)-5-methoxy-2-methyl-1H-indol-3-yl]acetic acid ClC1=CC=C(C(=O)N2C(=C(C3=CC(=CC=C23)OC)CC(=O)O)C)C=C1